C(C)(C)(C)OC(=O)N1CC(CC1)(C(=O)OCC1=CC=CC=C1)C 3-methylpyrrolidine-1,3-dicarboxylic acid 3-benzyl 1-(tert-butyl) ester